heptadecan-9-yl 8-((4-((4-(5,6-dimethoxybenzo[b]thiophen-2-yl)-4-oxobutanoyl)oxy)butyl)(6-oxo-6-(undecyloxy)hexyl)amino)octanoate COC1=CC2=C(SC(=C2)C(CCC(=O)OCCCCN(CCCCCCCC(=O)OC(CCCCCCCC)CCCCCCCC)CCCCCC(OCCCCCCCCCCC)=O)=O)C=C1OC